O=C1N(CCC1)CCCNS(=O)(=O)C=1SC(=CC1)C1=C(NC(C(=C1)CC)=O)C 5-[5-ethyl-2-methyl-6-oxo-1,6-dihydropyridin-3-yl]thiophene-2-sulfonic acid [3-(2-oxopyrrolidin-1-yl)propyl]amide